8-(3,3-difluorocyclobutyl)-3,8-diazabicyclo[3.2.1]octane dihydrochloride HCl Cl.Cl.Cl.FC1(CC(C1)N1C2CNCC1CC2)F